C1=C(C=CC2=CC=CC=C12)C(CS(=O)(=O)C1=CC=CC=C1)=O 1-(naphthalen-2-yl)-2-(benzenesulfonyl)ethan-1-one